6-(2-chloro-5-fluoro-phenyl)-N-[[6-(tetrahydropyran-3-ylmethyl)-6-azaspiro[2.5]octan-2-yl]methyl]pyridazin-3-amine ClC1=C(C=C(C=C1)F)C1=CC=C(N=N1)NCC1CC12CCN(CC2)CC2COCCC2